C(C=C)(=O)CCC[Si](OC)(OC)C gamma-acryloylpropyl-methyldimethoxysilane